tert-butyl 2-(4-{2-[(2,3-dihydro-1H-inden-2-yl)amino]pyrimidin-5-yl}-3-(oxan-2-yloxy)-1H-pyrazol-1-yl)acetate C1C(CC2=CC=CC=C12)NC1=NC=C(C=N1)C=1C(=NN(C1)CC(=O)OC(C)(C)C)OC1OCCCC1